NCC1CN(C1)C1=C(C=NC2=CC=C(C=C12)C=1C(=C(C#N)C=CC1)O)C1=CC(=CC(=C1)C)Cl 3-{4-[3-(aminomethyl)azetidin-1-yl]-3-(3-chloro-5-methylphenyl)quinolin-6-yl}-2-hydroxybenzonitrile